NC1=C2C(=NC=N1)N(N=C2C2=CC(=C(C(=C2)F)OC)F)CC=2OC1=CC=C(C=C1C(C2C2=CC(=CC=C2)F)=O)F 2-((4-amino-3-(3,5-difluoro-4-methoxyphenyl)-1H-pyrazolo[3,4-d]pyrimidin-1-yl)methyl)-6-fluoro-3-(3-fluorophenyl)-4H-chromen-4-one